CC(C)(C#N)N=NC(C)(C)C#N α,α-azoisobutyronitrile